5-chloro-2-methyl-4-(trifluoromethyl)aniline tert-Butyl-3-chloro-3-(naphthalen-1-yl)azetidine-1-carboxylate C(C)(C)(C)OC(=O)N1CC(C1)(C1=CC=CC2=CC=CC=C12)Cl.ClC=1C(=CC(=C(N)C1)C)C(F)(F)F